FC=1C=CC2=C(N(C(=N2)C=2C(=NON2)N)CC2=CC=NC=C2)C1F 4-(6,7-difluoro-1-(pyridin-4-ylmethyl)-benzoimidazol-2-yl)-1,2,5-oxadiazol-3-amine